3-(4-methoxyphenyl)benzo[d][1,2,3]triazin-4(3H)-one COC1=CC=C(C=C1)N1N=NC2=C(C1=O)C=CC=C2